C1(=CC=CC=C1)C(C)C=1C(=NNC1)C1=CC=CC=C1 1,3-diphenylethylpyrazole